trifluoromethanesulfinic acid sodium salt [Na+].FC(S(=O)[O-])(F)F